Serine Ethyl Ester C(C)OC([C@@H](N)CO)=O